OCCCCNCCCCCCCC(SCCCCCCCCCCC)=O S-undecyl 8-((4-hydroxybutyl)amino)octanethioate